Ethyl-3-(2-ethylhexyloxymethyl)oxetane C(C)C1OCC1COCC(CCCC)CC